ClC1=C(C=CC(=C1)Cl)C1=NC(=NC=C1C=1NC(=CN1)C)NCCNC1=CC=C(C=N1)C#N 6-[[2-[[4-(2,4-dichlorophenyl)-5-(5-methyl-1H-imidazol-2-yl)-2-pyrimidin-yl]amino]ethyl]amino]-3-pyridinecarbonitrile